3-(5-((2-(3-(2-methoxyphenoxy)azetidin-1-yl)cyclohexyl)oxy)-1-oxoisoindolin-2-yl)piperidine-2,6-dione COC1=C(OC2CN(C2)C2C(CCCC2)OC=2C=C3CN(C(C3=CC2)=O)C2C(NC(CC2)=O)=O)C=CC=C1